FC=1C=C(C=CC1)CNC(O[C@H]1[C@H](NC[C@@H]1O)CC1=CC=C(C=C1)N=[N+]=[N-])=O (2R,3S,4S)-2-[(4-azidophenyl)methyl]-4-hydroxypyrrolidin-3-yl N-[(3-fluorophenyl)methyl]carbamate